((5,6-difluoro-4-(4,4,5,5-tetramethyl-1,3,2-dioxaborolan-2-yl)naphthalen-2-yl)oxy)triisopropylsilane FC1=C2C(=CC(=CC2=CC=C1F)O[Si](C(C)C)(C(C)C)C(C)C)B1OC(C(O1)(C)C)(C)C